5-[(4R,9aR)-8-(2-chloropyrimidin-4-yl)-4-methyl-3,4,6,7,9,9a-hexahydro-1H-pyrazino[1,2-a]pyrazin-2-yl]quinoline-8-carbonitrile ClC1=NC=CC(=N1)N1C[C@@H]2N([C@@H](CN(C2)C2=C3C=CC=NC3=C(C=C2)C#N)C)CC1